(S)-4-(2-ethoxy-2-oxoethyl)-2-(hydroxymethyl)-3-oxopiperazine-1-carboxylic acid tert-butyl ester C(C)(C)(C)OC(=O)N1[C@H](C(N(CC1)CC(=O)OCC)=O)CO